FC=1C=C(C=CC1N1CCOCC1)C1=CC2=C(N=CN=C2C=2C=CC(=C(C#N)C2)OC2CCOCC2)N1 5-(6-(3-fluoro-4-morpholinophenyl)-7H-pyrrolo[2,3-d]pyrimidin-4-yl)-2-((tetrahydro-2H-pyran-4-yl)oxy)benzonitrile